C1[C@H](O)[C@@H](O)[C@H](O)[C@H](O1)CO deoxy-beta-D-glucose